C(C)(=O)N1CCN(CC1)C1=CC(=C(C(=N1)SCC)C(=O)NCC1=CC(=CC=C1)F)C 6-(4-Acetyl-piperazin-1-yl)-2-ethylsulfanyl-N-[(3-fluorophenyl)-methyl]-4-methyl-pyridine-3-carboxylic acid amide